ethyl 4-oxotetrahydrofuran-3-carboxylate O=C1C(COC1)C(=O)OCC